F/C=C(\CN)/COC=1C=NC(=NC1)N1CCC(CC1)OC (E)-3-fluoro-2-[[2-(4-methoxy-1-piperidyl)pyrimidin-5-yl]oxymethyl]prop-2-en-1-amine